O1CC(C=CCC1)=O 6,7-dihydrooxepin-3(2H)-one